N1=CC(=CC2=CC=CC=C12)NC1=CC=C2C=CC(=CC2=C1)C(=O)N 7-(quinolin-3-ylamino)-2-naphthamide